(1-aminocyclohexyl)methanol hydrochloride Cl.NC1(CCCCC1)CO